6-chloropyrido[3,2-d]-pyrimidin-4(1H)-one ClC=1C=CC=2NC=NC(C2N1)=O